6-bromo-5-[(2-chloro-5-fluorophenyl)carbonyl]-1H-benzo[d]imidazole-4-carbonitrile BrC=1C(=C(C2=C(NC=N2)C1)C#N)C(=O)C1=C(C=CC(=C1)F)Cl